3-(5-chloro-2-(difluoromethoxy)phenyl)-5-(pyrazolo[1,5-a]pyrimidin-3-yl)-1H-pyrazolol ClC=1C=CC(=C(C1)C1(NNC(=C1)C=1C=NN2C1N=CC=C2)O)OC(F)F